[C@H](C)(CC)[C@@H]1NCC2=C(NC1=O)C=CC(=C2)F (S)-3-((S)-sec-Butyl)-7-fluoro-1,3,4,5-tetrahydro-2H-benzo[e][1,4]diazepin-2-one